FC(C=1C=C(C=CC1)C=1C=C2C(=NC1)N(C(N2CC=2C=NC=CC2)=O)C)F 6-[3-(difluoromethyl)phenyl]-3-methyl-1-(3-pyridylmethyl)imidazo[4,5-b]pyridin-2-one